1H-1,2,3-triazol-4-ylmethanol N1N=NC(=C1)CO